C(CS(=O)O)C(=O)O The molecule is a monocarboxylic acid that is propionic acid in which one of the methyl hydrogens is replaced by a sulfino group. It is a monocarboxylic acid and an organosulfinic acid. It is a conjugate acid of a 3-sulfinatopropionate.